ClC=1C=C(C=CC1CCCNC)NC(=O)NCC=1C=C2CN(C(C2=CC1)=O)C1C(NC(CC1)=O)=O 1-(3-chloro-4-(3-(methylamino)propyl)phenyl)-3-((2-(2,6-dioxopiperidin-3-yl)-1-oxoisoindolin-5-yl)methyl)urea